N-(5-{[(1S,2S)-2-hydroxycyclohexyl]carbamoyl}-2-methylphenyl)-5-[3-(trifluoromethoxy)phenyl]pyridine-3-carboxamide O[C@@H]1[C@H](CCCC1)NC(=O)C=1C=CC(=C(C1)NC(=O)C=1C=NC=C(C1)C1=CC(=CC=C1)OC(F)(F)F)C